C(C=C)(=O)OCC(C(OC1=CC=CC=C1)CCCCCCC(C(COC(C=C)=O)OC(N)=O)OC1=CC=CC=C1)OC(N)=O hexamethylenebis{2-carbamoyloxy-3-phenoxypropyl} diacrylate